6-(dimethylamino)-6-oxohexanoic acid propan-2-yl ester CC(C)OC(CCCCC(=O)N(C)C)=O